F[C@@H]1C[C@@H](N(C1)C(=O)OCC1C2=CC=CC=C2C=2C=CC=CC12)C(NC=1C=CC=2OCC(NC2N1)=O)=O 9H-Fluoren-9-ylmethyl (2R,4R)-4-fluoro-2-[(3-oxo-3,4-dihydro-2H-pyrido[3,2-b][1,4]oxazin-6-yl)carbamoyl]pyrrolidine-1-carboxylate